(4,4-difluoro-1-oxaspiro[4.5]dec-8-yl)carbamic acid tert-butyl ester C(C)(C)(C)OC(NC1CCC2(C(CCO2)(F)F)CC1)=O